(4-(3-(4-(trifluoromethyl)piperidin-1-yl)pyrazin-2-yl)piperazin-1-yl)prop-2-en-1-one FC(C1CCN(CC1)C=1C(=NC=CN1)N1CCN(CC1)C(C=C)=O)(F)F